ClC1=CC=C(C=2C(C=3C=NN(C3CC21)C2OCCCC2)=O)CC 8-chloro-5-ethyl-1-(tetrahydro-2H-pyran-2-yl)-1H-benzo[f]indazol-4(9H)-one